6-(4-[3-[(2S)-2-[[6-Oxo-5-(trifluoromethyl)-1,6-dihydropyridazin-4-yl]oxy]propoxy]propanoyl]piperazin-1-yl)pyridine-3-carbonitrile O=C1C(=C(C=NN1)O[C@H](COCCC(=O)N1CCN(CC1)C1=CC=C(C=N1)C#N)C)C(F)(F)F